Cl.C12NCC(CC1)CC2 2-Azabicyclo[2.2.2]octane hydrochloride